4-(3-Chloro-4-(2-chloro-3-(5-(4,5-dihydro-1H-imidazol-2-yl)-6-methoxypyridin-2-yl)phenyl)pyridin-2-yl)-2-methoxybenzaldehyde ClC=1C(=NC=CC1C1=C(C(=CC=C1)C1=NC(=C(C=C1)C=1NCCN1)OC)Cl)C1=CC(=C(C=O)C=C1)OC